2-[[8-(2,6-difluorophenyl)-5-methyl-14-morpholino-3,4,7,9,13-pentazatetracyclo[7.6.1.02,6.012,16]hexadeca-1(16),2(6),4,7,12,14-hexaen-3-yl]methoxy]ethyl-trimethyl-silane FC1=C(C(=CC=C1)F)C1=NC=2C(=NN(C2C=2C=C(N=C3CCN1C23)N2CCOCC2)COCC[Si](C)(C)C)C